FC(CO)(F)C1(CCC2(OCCO2)CC1)CC(C)(S(=O)N)C (8-(1,1-difluoro-2-hydroxyethyl)-1,4-dioxaspiro[4.5]decan-8-yl)-2-methylpropane-2-sulfinamide